Cl.NCCCCCCNC(CCCOC1=C2C=COC2=C(C=2OC=CC12)N=[N+]=[N-])=O N-6-Aminohexyl-4-(8-azido-1,7-dioxa-s-indacen-4-yloxy)butyramide hydrochloride salt